(S)-3-amino-3-(3'-methylbiphenyl-3-yl)propionic acid ethyl ester C(C)OC(C[C@@H](C=1C=C(C=CC1)C1=CC(=CC=C1)C)N)=O